ClC=1C(N(C(=CC1OC([2H])([2H])C1=NC=C(C=C1F)F)C)C1=C(C(=NC=C1C)C1=NC(=NC=C1)C(CO)(C)C)F)=O 3-chloro-4-((3,5-difluoropyridin-2-yl)methoxy-d2)-3'-fluoro-2'-(2-(1-hydroxy-2-methylpropan-2-yl)pyrimidin-4-yl)-5',6-dimethyl-2H-[1,4'-bipyridin]-2-one